(S)-tert-butyl 6-(1-(4-fluorobenzyl)-1H-pyrazole-4-carbonyl)-8-(hydroxymethyl)-2,6-diazaspiro[3.4]octane-2-carboxylate FC1=CC=C(CN2N=CC(=C2)C(=O)N2CC3(CN(C3)C(=O)OC(C)(C)C)[C@@H](C2)CO)C=C1